C(CCCC)C(=CCO)C=C 3-pentyl-2,4-pentadien-1-ol